CC1CCO1 1-methyl-1,3-propylene oxide